FC1=CC=C(S1)C1=NNC(=C1)NC1=CC=C(C=C1)OCCCN1CCOCC1 3-(5-Fluorothien-2-yl)-N-(4-(3-morpholinylpropoxy)phenyl)-1H-pyrazol-5-amine